(4-bromo-3-fluorophenyl)piperidine-1-carboxylic acid tert-butyl ester C(C)(C)(C)OC(=O)N1C(CCCC1)C1=CC(=C(C=C1)Br)F